C1(=CC=CC=2C3=CC=CC=C3CC12)[Hf]NC(C)(C)C fluorenyl-tertiary butylamino-hafnium